NC=1C(=C2CCCC2=C(C1)Cl)C(CCl)=O 1-(5-amino-7-chloro-2,3-dihydro-1H-inden-4-yl)-2-chloroethan-1-one